C1(CC1)NC(=O)C1=CC=C(C=N1)C=1[C@H](CN(CC1)CC=1C=NC=2C=C(C(NC2C1)=O)C1CC1)C (R)-N-cyclopropyl-1'-((7-cyclopropyl-6-oxo-5,6-dihydro-1,5-naphthyridin-3-yl)methyl)-3'-methyl-1',2',3',6'-tetrahydro-[3,4'-bipyridine]-6-carboxamide